(2-(tert-butoxycarbonylamino)-1-(methylsulfonyl)ethyl)azetidine-1-carboxylic acid benzyl ester C(C1=CC=CC=C1)OC(=O)N1C(CC1)C(CNC(=O)OC(C)(C)C)S(=O)(=O)C